(3S,4R)-4-((7-(pyrimidin-2-yl)pyrrolo[2,1-f][1,2,4]triazin-2-yl)amino)tetrahydro-2H-pyran-3-ol N1=C(N=CC=C1)C1=CC=C2C=NC(=NN21)N[C@H]2[C@@H](COCC2)O